The molecule is a triazolopyrimidine that consists of 3,6-dihydro-7H-[1,2,3]triazolo[4,5-d]pyrimidine bearing amino and oxo substituents at positions 5 and 7 respectively. It has a role as an antimetabolite, an antineoplastic agent and an EC 2.4.2.1 (purine-nucleoside phosphorylase) inhibitor. It is a member of triazolopyrimidines and a nucleobase analogue. C12=NNN=C1N=C(NC2=O)N